5-bromo-2-(4-chloro-2-fluorobenzoyl)benzaldehyde BrC=1C=CC(=C(C=O)C1)C(C1=C(C=C(C=C1)Cl)F)=O